NC1=NN2C(C=C(C=C2)C=2C=C(C(=NC2)C)C(=O)NCC2=C(C=CC(=C2)F)OC2CCCC2)=N1 5-{2-amino-[1,2,4]triazolo[1,5-a]pyridin-7-yl}-N-{[2-(cyclopentyloxy)-5-fluorophenyl]methyl}-2-methylpyridine-3-carboxamide